[N+](=O)([O-])N[C@@H](CC1=CC=C(C=C1)O)C(=O)O Anti-nitrotyrosine